COC[C@]1(CN(CC1)C(C)(C)C=1C=NC(=CC1)C)CCC1=CC=C(C#N)C=C1 (R)-4-(2-(3-(methoxymethyl)-1-(2-(6-methylpyridin-3-yl)propan-2-yl)pyrrolidin-3-yl)ethyl)benzonitrile